N-(4-iodo-2,5-dimethylphenyl)-N-[5-(morpholin-4-yl)pyridin-2-yl]prop-2-enamide IC1=CC(=C(C=C1C)N(C(C=C)=O)C1=NC=C(C=C1)N1CCOCC1)C